tetranitro-3,4'-bipyrazole [N+](=O)([O-])C=1C(C(=NN1)[N+](=O)[O-])=C1N=NC(=C1[N+](=O)[O-])[N+](=O)[O-]